N(=[N+]=[N-])CC1CN=C(NC1)N1N=NC2=C1C=C(C=C2)[N+](=O)[O-] 1-(5-(azidomethyl)-1,4,5,6-tetrahydropyrimidin-2-yl)-6-nitro-1H-benzo[d][1,2,3]triazole